C1(CC1)N1C2CCCCC2=CC2=CC(=C(C=C12)OCCCN1CCOCC1)OC N-cyclopropyl-7-methoxy-6-[3-(morpholin-4-yl)propoxy]-1,2,3,4-tetrahydroacridin